N-(6-(2H-1,2,3-triazol-2-yl)-5-(trifluoromethyl)pyridin-3-yl)-4-(3-amino-5-ethynyl-2,6-difluoropyridin-4-yl)-2-chloro-5-fluorobenzamide N=1N(N=CC1)C1=C(C=C(C=N1)NC(C1=C(C=C(C(=C1)F)C1=C(C(=NC(=C1C#C)F)F)N)Cl)=O)C(F)(F)F